5-[3-[(1S)-1-(6-chloro-2-pyridyl)ethoxy]-1-methyl-pyrazolo[3,4-c]pyridazin-5-yl]-pyrimidine-2,4-dione ClC1=CC=CC(=N1)[C@H](C)OC1=NN(C2=NN=C(C=C21)C=2C(NC(NC2)=O)=O)C